2-({2-[2-({[(9H-Fluoren-9-yl)methoxy]carbonyl}amino)acetamido]acetamido}methoxy)acetic acid C1=CC=CC=2C3=CC=CC=C3C(C12)COC(=O)NCC(=O)NCC(=O)NCOCC(=O)O